6-methoxyisochroman COC=1C=C2CCOCC2=CC1